4-[5-(4-Fluorophenyl)-6-methylsulfonyl-1H-pyrrolo[2,3-f]indazol-7-yl]benzoic acid FC1=CC=C(C=C1)N1C(=C(C2=C1C=C1C=NNC1=C2)C2=CC=C(C(=O)O)C=C2)S(=O)(=O)C